1-(2-chloropyridin-3-yl)cyclopentane-1-carbonitrile ClC1=NC=CC=C1C1(CCCC1)C#N